acetoacetyl-carboxyl-aniline C(CC(=O)C)(=O)N(C1=CC=CC=C1)C(=O)O